O=C1NC(CCC1N1C(C2=CC=C(C=C2C1=O)N1CCC(CC1)C(=O)N1CCNCC1)=O)=O 2-(2,6-dioxo-3-piperidyl)-5-[4-(piperazine-1-carbonyl)-1-piperidyl]-isoindoline-1,3-dione